5-(5-(1-(dimethylglycyl)piperidin-4-yl)-3-isopropyl-1H-indol-2-yl)-3-methoxy-1,4-dimethylpyridin-2(1H)-one CN(CC(=O)N1CCC(CC1)C=1C=C2C(=C(NC2=CC1)C=1C(=C(C(N(C1)C)=O)OC)C)C(C)C)C